C1(CCCC1)C(C1=CC=C(C=C1)C1=CC(=NC=C1)C1=CC=CC=C1)([2H])[2H] 4-(4-(cyclopentylmethyl-d2)phenyl)-2-phenylpyridine